5'-chloro-2'-{[(pyridin-2-ylmethyl)amino]methyl}-7',8'-dihydro-6'H-spiro[cyclohexane-1,9'-furo[2,3-f]quinazoline]-7'-one ClC=1C=C2C(=C3C4(NC(NC13)=O)CCCCC4)OC(=C2)CNCC2=NC=CC=C2